5-bromo-N-((R)-1-(3-(difluoromethyl)-2-fluorophenyl)ethyl)-2-(((R)-1-hydroxypropan-2-yl)amino)nicotinamide BrC=1C=NC(=C(C(=O)N[C@H](C)C2=C(C(=CC=C2)C(F)F)F)C1)N[C@@H](CO)C